C(C)(C)(C)NCCOCCN1CCOCC1 N-[2-(2-tert-butylaminoethoxy)ethyl]-morpholine